FC=1C(=NC(=NC1)NC=1C=NN(C1)CC(C)OC)N1C=C(C2=CC(=CC=C12)NC(C=C)=O)C N-[1-[5-fluoro-2-[[1-(2-methoxypropyl)pyrazol-4-yl]amino]pyrimidin-4-yl]-3-methyl-indol-5-yl]prop-2-enamide